2-(2,6-dimethylnaphthalen-1-yl)-4,4,5,5-tetramethyl-1,3,2-dioxaborolane CC1=C(C2=CC=C(C=C2C=C1)C)B1OC(C(O1)(C)C)(C)C